3-(Trimethoxysilyl)propylmethacrylat CO[Si](CCCOC(C(=C)C)=O)(OC)OC